ethyl 3-{1-[4-(benzyloxy)butyl]-4-methyl-1H-benzotriazol-5-yl}-3-[3-chloro-5-(hydroxymethyl)-4-methoxyphenyl]propanoate C(C1=CC=CC=C1)OCCCCN1N=NC2=C1C=CC(=C2C)C(CC(=O)OCC)C2=CC(=C(C(=C2)CO)OC)Cl